C1(=CC=CC=C1)CS(=O)(=O)N1CC2(CCN(CC2)CC(F)(F)F)C2=CC=CC=C12 1-phenylmethanesulfonyl-1'-(2,2,2-trifluoroethyl)-1,2-dihydrospiro[indole-3,4'-piperidine]